ClC1=CC=C(CC=2C(N=CC=CC2)=O)C=C1 3-(4-chlorobenzyl)azepine-2-one